FC=1C=C(C(=O)C2=CC=C(C=C2)F)C=C(C1)F 3,4',5-trifluorobenzophenone